2,2'-Azobis(2-methyl-N-(2-hydroxyethoxy)propionamide) N(=NC(C(=O)NOCCO)(C)C)C(C(=O)NOCCO)(C)C